COC1(CC1)C(=O)N1CC=2N3C(=CN=C3N=C(C2C1)NC(C)C1=CC(=CC=C1)C(F)(F)F)C (1-Methoxy-cyclopropyl)-{8-methyl-4-[1-(3-trifluoromethyl-phenyl)-ethylamino]-1,3-dihydro-2,5,6,8a-tetraaza-as-indacen-2-yl}-methanone